[(2R,3S,11bR)-9,10-dimethoxy-3-(2-methylpropyl)-1H,2H,3H,4H,6H,7H,11bH-pyrido[2,1-a]isoquinolin-2-yl]methoxyl-3-oxopropanoic acid COC=1C=C2CCN3[C@@H](C2=CC1OC)C[C@H]([C@@H](C3)CC(C)C)COC(C(=O)O)C=O